3-((3,5-bis(trifluoromethyl)phenyl)amino)-4-((R)-(6-methoxyquinolin-4-yl)((1S,2R,4S,5R)-5-vinylquinolin-2-yl)methyl)cyclobut-3-ene-1,2-dione FC(C=1C=C(C=C(C1)C(F)(F)F)NC=1C(C(C1[C@H](C1=NC2=CC=CC(=C2C=C1)C=C)C1=CC=NC2=CC=C(C=C12)OC)=O)=O)(F)F